O=C(C(=O)O)CC=CCC(=O)O 2-oxohept-4-ene-1,7-dioic acid